imidazole-1-butanoic acid N1(C=NC=C1)CCCC(=O)O